C(=O)(O)C1=CC=C(C=C1)C1=CC(=CC=C1)C1=CC=C(C=C1)C(=O)O 1,3-bis(4-carboxyphenyl)benzene